5-(4-(2-(isopropylsulfonyl)pyrimidin-5-yl)-1H-pyrazol-1-yl)-1-propylpyridin-2(1H)-one C(C)(C)S(=O)(=O)C1=NC=C(C=N1)C=1C=NN(C1)C=1C=CC(N(C1)CCC)=O